N1(CCCC1)[C@H]1[C@@H](C2=CC=CC=C2C1)NC(OC(C)(C)C)=O tert-butyl ((1R,2R)-2-(pyrrolidin-1-yl)-2,3-dihydro-1H-inden-1-yl)carbamate